FC=1C=C(C=NC1OC)CN1C2CN(CC1C2)C2(C=CC=1N(C2)N=CC1C#N)OCC1CC(C1)(C)O 6-(6-((5-fluoro-6-methoxypyridin-3-yl)methyl)-3,6-diazabicyclo[3.1.1]heptan-3-yl)-6-((cis-3-hydroxy-3-methylcyclobutyl)methoxy)pyrazolo[1,5-a]pyridine-3-carbonitrile